N1C=C(C2=CC=CC=C12)CCC=1SC=2N=C(N=C(C2N1)N)Cl (2-(1H-indol-3-yl)ethyl)-5-chlorothiazolo[5,4-d]pyrimidin-7-amine